methyl 2-(3-chloro-5-hydroxybenzylidene-amino)-3-methyl-butanoate ClC=1C=C(C=NC(C(=O)OC)C(C)C)C=C(C1)O